C(N)(=N)C=1C=C(SC1)CNC(=O)[C@H]1N(C[C@](C1)(CO)F)C(CNC(CCCOC1=CC=CC=C1)=O)=O (2S,4R)-N-((4-carbamimidoylthiophen-2-yl)methyl)-4-fluoro-4-(hydroxymethyl)-1-((4-phenoxybutanoyl)glycyl)pyrrolidine-2-carboxamide